C(C)(C)(C)OC(=O)N1CCC(CC1)C(=O)N1CCN(CC1)C(C1=C(C=C(C=C1)NC(=O)C=1N(C(=CN1)C1=C(C(=C(C=C1)OC(F)F)F)Cl)C)Cl)=O 4-[4-[2-chloro-4-[[5-[2-chloro-4-(difluoromethoxy)-3-fluoro-phenyl]-1-methyl-imidazole-2-carbonyl]amino]benzoyl]piperazine-1-carbonyl]piperidine-1-carboxylic acid tert-butyl ester